The molecule is a monocarboxylic acid that is acetic acid in which one of the methyl hydrogens is replaced by a 5,6-dimethyl-9-oxoxanthen-4-yl group. It has a role as an antineoplastic agent. It is a member of xanthones and a monocarboxylic acid. CC1=C(C2=C(C=C1)C(=O)C3=CC=CC(=C3O2)CC(=O)O)C